5-Fluoro-N,N-dimethyl-6-(4,4,5,5-tetramethyl-1,3,2-dioxaborolan-2-yl)-2,3-dihydro-1H-inden-1-amine FC=1C=C2CCC(C2=CC1B1OC(C(O1)(C)C)(C)C)N(C)C